N[C@H](CO)CC1=NC(=NO1)C1=CC=C(C=C1)OC1=NC=C(C=C1)Cl (S)-2-amino-3-(3-(4-((5-chloropyridin-2-yl)oxy)phenyl)-1,2,4-oxadiazol-5-yl)propan-1-ol